N1(C=NC=C1)C1=NC=C(C(=C1)N)[N+](=O)[O-] 2-(1H-imidazol-yl)-5-nitropyridin-4-amine